4-amino-N-tert-butyl-3-fluorobenzenesulfonamide NC1=C(C=C(C=C1)S(=O)(=O)NC(C)(C)C)F